bistrifluoromethylphenyl-prolinol FC(F)(F)C1[C@](N(CC1)C1=CC=CC=C1)(CO)C(F)(F)F